1-chloro-N,N-dimethyl-2-propylamine ClCC(C)N(C)C